O[C@H](/C=C/C#CC\C=C/C\C=C/CCCCCCCCCCCCCCCC(=O)[O-])C\C=C/CC.[Na+] sodium (S,17Z,20Z,25E,29Z)-27-hydroxydotriaconta-17,20,25,29-tetraen-23-ynoate